O1C(CCC1)CN1C=NC2=C1C=C(C=C2)C(=O)O 1-((tetrahydrofuran-2-yl)methyl)-1H-benzo[d]imidazole-6-carboxylic acid